C1(CC1)CN(C(OC(C)(C)C)=O)[C@H]1CN(CC1)C=1C=C2N=CC(=NC2=CC1)C1=CC2=CN(N=C2C(=C1OCOC)F)C tert-butyl N-(cyclopropylmethyl)-N-[(3R)-1-{2-[7-fluoro-6-(methoxymethoxy)-2-methylindazol-5-yl] quinoxalin-6-yl}pyrrolidin-3-yl]carbamate